CN1CCN(CC1)CCOC1=C(C=C(C=C1)C)C(=C)C1=CC=CC=C1 1-methyl-4-(2-(4-methyl-2-(1-phenylvinyl)phenoxy)ethyl)piperazine